2-(6'-bromo-2'-ethyl-3'-oxo-2',3'-dihydro-1'H-spiro[cyclobutane-1,4'-isoquinolin]-3-yl)isoindoline-1,3-dione BrC=1C=C2C3(C(N(CC2=CC1)CC)=O)CC(C3)N3C(C1=CC=CC=C1C3=O)=O